C(C)(C)(C)OC(=O)N1[C@H](C[C@H](C1)C1=CC(=C(C=C1)OC(F)F)OCC1CC1)CN=[N+]=[N-] (2R,4S)-2-(azidomethyl)-4-(3-(cyclopropylmethoxy)-4-(difluoromethoxy)phenyl)pyrrolidine-1-carboxylic acid tert-butyl ester